BrC=1C=NN2C1N=C(C=C2)NCCCOC2CCCC2 3-bromo-N-(3-(cyclopentyloxy)propyl)pyrazolo[1,5-a]pyrimidin-5-amine